(2R,3R,4R,5R)-2-(((((S)-1-(1,3-dioxolan-2-yl) propoxy) (phenoxy) phosphoryl) oxy) methyl)-5-(2,4-dioxo-3,4-dihydropyrimidin-1(2H)-yl)-4-fluoro-4-methyltetrahydrofuran-3-yl propionate C(CC)(=O)O[C@@H]1[C@H](O[C@H]([C@]1(C)F)N1C(NC(C=C1)=O)=O)COP(=O)(OC1=CC=CC=C1)O[C@@H](CC)C1OCCO1